2-(4-(3-(1-(5-ethylpyrimidin-2-yl)piperidin-4-yl)propoxy)-2,6-difluorophenyl)-1-(3-((((2S,3R,4R,5R)-2,3,4,5,6-pentahydroxyhexyl)amino)methyl)-azetidin-1-yl)ethan-1-one C(C)C=1C=NC(=NC1)N1CCC(CC1)CCCOC1=CC(=C(C(=C1)F)CC(=O)N1CC(C1)CNC[C@@H]([C@H]([C@@H]([C@@H](CO)O)O)O)O)F